BrC=1C(=C(C(=NC1)N(C(OC(C)(C)C)=O)C)[N+](=O)[O-])Cl tert-Butyl (5-bromo-4-chloro-3-nitropyridin-2-yl)(methyl)carbamate